5-fluoro-6'-(5-(4-fluorophenyl)-1H-1,2,4-triazol-3-yl)-3'-methoxy-2'-methyl-3,4'-bipyridine FC=1C=C(C=NC1)C1=C(C(=NC(=C1)C1=NNC(=N1)C1=CC=C(C=C1)F)C)OC